6-(2,4-difluoropyridin-3-yl)-9-(tetrahydro-2H-pyran-2-yl)-9H-purine FC1=NC=CC(=C1C1=C2N=CN(C2=NC=N1)C1OCCCC1)F